C(C1CO1)OC(C[Si](OCC)(OCC)OCC)C β-glycidoxypropyl-triethoxysilane